C=CC=CCCCCC(=O)O 9-nonadienoic acid